C1(=CC=CC=C1)N(C1=CC=C(C=C1)C1=C(C2=C(S1)C=CS2)C2=CC=C(C#N)C=C2)C2=CC=CC=C2 4-[2-(4-diphenylaminophenyl)thieno[3,2-b]thiophen-3-yl]benzonitrile